C(C)(=O)OC(C(=O)NC1=C(C=C(C(=C1)C)B1OC(C(O1)(C)C)(C)C)F)C1=CC(=CC=C1)F 2-((2-fluoro-5-methyl-4-(4,4,5,5-tetramethyl-1,3,2-dioxaborolan-2-yl)phenyl)amino)-1-(3-fluorophenyl)-2-oxoethyl acetate